2-[4-[3-(2,4-dioxohexa-hydropyrimidin-1-yl)-1-methyl-indazol-6-yl]-3,3-difluoro-1-piperidinyl]acetic acid trifluoroacetate FC(C(=O)O)(F)F.O=C1N(CCC(N1)=O)C1=NN(C2=CC(=CC=C12)C1C(CN(CC1)CC(=O)O)(F)F)C